N-capryloyl-valine benzyl-(R)-7-hydroxy-5-oxo-2-azaspiro[3.4]octane-2-carboxylate C(C1=CC=CC=C1)[C@H]1N(CC12C(CC(C2)O)=O)C(=O)O.C(CCCCCCC)(=O)N[C@@H](C(C)C)C(=O)O